N-{3-[6-Ethynyl-5-(morpholin-4-yl)pyridin-3-yl]-4-methylphenyl}-2-(trifluoromethyl)pyridine-4-carboxamide C(#C)C1=C(C=C(C=N1)C=1C=C(C=CC1C)NC(=O)C1=CC(=NC=C1)C(F)(F)F)N1CCOCC1